ClC1=NC=C(C(=C1)N[C@@H](CCO)C)C=1N=C(SC1)C(F)(F)F (R)-3-((2-Chloro-5-(2-(trifluoromethyl)thiazol-4-yl)pyridin-4-yl)amino)butan-1-ol